COC=1C=C2C(=CC=NC2=CC1OC)C1=CC=C2CCN(CC2=C1)[SH2](=O)C=N [7-(6,7-dimethoxyquinolin-4-yl)-1,2,3,4-tetrahydroisoquinolin-2-yl](imino)methyl-λ6-sulfanone